(4-fluorophenyl)-N-(2-(4-methylpiperazin-1-yl)ethyl)-5-phenyloxazole-4-carboxamide FC1=CC=C(C=C1)C=1OC(=C(N1)C(=O)NCCN1CCN(CC1)C)C1=CC=CC=C1